[N-]=[N+]=[N-].[Ca+2].OC12OC3=C(C1(C(C1=CC=CC=C12)=O)NC(C(=O)C1=CNC2=CC=CC=C12)=O)C=C(C(=C3)C)C.[N-]=[N+]=[N-] N-(4b-hydroxy-7,8-dimethyl-10-oxo-9b,10-dihydro-4bH-indeno[1,2-b]benzofuran-9b-yl)-2-(1H-indol-3-yl)-2-oxoacetamide Calcium azid